FC=1C=NC=C(C1N1C(N(C=2C=NC=3C=C(C(=CC3C21)C=2C=NNC2)OC)C)=O)C 1-(3-Fluoro-5-methylpyridin-4-yl)-7-methoxy-3-methyl-8-(1H-pyrazol-4-yl)-1,3-dihydroimidazo[4,5-c]quinolin-2-one